tert-butyl N-[[4-[[2-(tert-butoxycarbonylamino)-5-(4-fluorophenyl)phenyl]carbamoyl]phenyl]methyl-methyl-oxo-sulfanylidene]carbamate C(C)(C)(C)OC(=O)NC1=C(C=C(C=C1)C1=CC=C(C=C1)F)NC(=O)C1=CC=C(C=C1)CS(=NC(OC(C)(C)C)=O)(=O)C